4-[5-(4-chlorophenyl)-1-[4-(trifluoromethyl)-3-pyridyl]pyrrol-2-yl]-N-[3-(dimethylamino)-propyl]benzamide hydrochloride Cl.ClC1=CC=C(C=C1)C1=CC=C(N1C=1C=NC=CC1C(F)(F)F)C1=CC=C(C(=O)NCCCN(C)C)C=C1